(Z)-5-((1H-pyrrolo[2,3-c]pyridin-3-yl)methyl)-3-methyl-2-thioxothiazolidin-4-one N1C=C(C=2C1=CN=CC2)CC2C(N(C(S2)=S)C)=O